N2-(4-(4-(azetidin-1-yl)piperidin-1-yl)-3-methoxyphenyl)-N4-(3-(2-methoxypropan-2-yl)phenyl)-5-Methylthieno[2,3-d]pyrimidine-2,4-diamine N1(CCC1)C1CCN(CC1)C1=C(C=C(C=C1)NC=1N=C(C2=C(N1)SC=C2C)NC2=CC(=CC=C2)C(C)(C)OC)OC